tert-butyl (5-{3-(4-chlorophenyl)-1-[2-(piperidin-1-yl)ethyl]ureido}benzo[d]thiazol-2-yl)carbamate ClC1=CC=C(C=C1)NC(N(CCN1CCCCC1)C=1C=CC2=C(N=C(S2)NC(OC(C)(C)C)=O)C1)=O